O=C(C(=O)OCC)CC(C1=CC=C(C=C1)C)=O ethyl 2,4-dioxo-4-p-tolylbutyrate